2-(4-(tert-butyl)phenyl)-4-methyl-6-(methylamino)pyrimidine-5-carboxylic acid C(C)(C)(C)C1=CC=C(C=C1)C1=NC(=C(C(=N1)C)C(=O)O)NC